3-(1-oxo-5-(((1R,2S)-2-(3-(pyrazin-2-yloxy)azetidin-1-yl)cyclohexyl)oxy)isoindolin-2-yl)piperidine-2,6-dione O=C1N(CC2=CC(=CC=C12)O[C@H]1[C@H](CCCC1)N1CC(C1)OC1=NC=CN=C1)C1C(NC(CC1)=O)=O